C1(=CCCC1)C=CC(=O)O 3-CYCLOPENT-1-ENYL-ACRYLIC ACID